4-{[5-formyl-7-methyl-2-(2-methylbiphenyl-3-yl)-1,3-benzoxazol-6-yl]oxy}butanenitrile C(=O)C=1C(=C(C2=C(N=C(O2)C=2C(=C(C=CC2)C2=CC=CC=C2)C)C1)C)OCCCC#N